4-(1-(1-acryloylpiperidin-3-yl)-5-aminoimidazo[1,5-c]pyrimidin-3-yl)-N-(4-cyanopyridin-2-yl)-3-fluorobenzamide C(C=C)(=O)N1CC(CCC1)C=1N=C(N2C(=NC=CC21)N)C2=C(C=C(C(=O)NC1=NC=CC(=C1)C#N)C=C2)F